4-(3-amino-4-methyl-1H-indazol-5-yl)-N-((1s,3s)-3-hydroxy-1-methylcyclobutyl)-3-methylbenzenesulfonamide NC1=NNC2=CC=C(C(=C12)C)C1=C(C=C(C=C1)S(=O)(=O)NC1(CC(C1)O)C)C